COC(=O)C=1N2C3=C(C=C(C=C3C(C1)=C=O)F)C(CC2)COC 9-fluoro-7-(methoxymethyl)-1-carbonyl-6,7-dihydro-1H,5H-pyrido[3,2,1-ij]quinoline-3-carboxylic acid methyl ester